C(C(C=O)O)OP(=O)(O)O DL-glyceraldehyde 3-phosphate